2,4,8,10-Tetradecatetraenamide C(C=CC=CCCC=CC=CCCC)(=O)N